BrC=1C=C2C(=NC1)N(C(N2CC2=NC=CN=C2)=O)C 6-bromo-3-methyl-1-(pyrazin-2-ylmethyl)-1H-imidazo[4,5-b]pyridin-2(3H)-one